N-[2-[2-(Dimethylamino)ethoxy]ethyl]-N-methyl-1,3-propandiamin CN(CCOCCN(CCCN)C)C